tertbutyl 3-(4-pyridyloxy)azetidine-1-carboxylate N1=CC=C(C=C1)OC1CN(C1)C(=O)OC(C)(C)C